[S].[Mg].ClC=1C(=NC=C(C1[C@@H](C)O)Cl)C (R)-1-(3,5-dichloro-2-methyl-4-pyridinyl)ethanol Magnesium Sulfur